OCC1=CC=C(C=C1)SC=1N=NC(=C(C1C#N)C)C 3-{[4-(hydroxymethyl)phenyl]sulfanyl}-5,6-dimethylpyridazine-4-carbonitrile